tert-butyl 4-((4-((3-(2,3-difluoro-4-(1-(2-methoxyethyl)-3-methyl-1H-pyrazol-4-yl)phenyl)imidazo[1,2-a]pyrazin-8-yl)amino)-2-ethylbenzamido)methyl)piperidine-1-carboxylate FC1=C(C=CC(=C1F)C=1C(=NN(C1)CCOC)C)C1=CN=C2N1C=CN=C2NC2=CC(=C(C(=O)NCC1CCN(CC1)C(=O)OC(C)(C)C)C=C2)CC